N1=C(C=NC=C1)C=1C(=NC=CN1)C(C)O 1-(3-pyrazin-2-ylpyrazin-2-yl)ethanol